[P].[Fe] iron-phosphorus salt